NC(C(CCC(=O)OC(C)(C)C)N1C(C2=CC=C(C=C2C1)B1OC(C(O1)(C)C)(C)C)=O)=O tert-Butyl 5-amino-5-oxo-4-(1-oxo-5-(4,4,5,5-tetramethyl-1,3,2-dioxaborolan-2-yl)isoindolin-2-yl)pentanoate